ClC=1C=NC(=NC1)N1CCC(CC1)CCCOC1=CC(=C(C=C1)CC(=O)NCCCC(=O)NC(CO)(CO)CO)F 4-[[2-[4-[3-[1-(5-chloropyrimidin-2-yl)-4-piperidyl]propoxy]-2-fluoro-phenyl]acetyl]amino]-N-[2-hydroxy-1,1-bis(hydroxymethyl)ethyl]butanamide